F[P-](F)(F)(F)(F)F.ClNC(=O)N chlorourea hexafluorophosphate